benzyl rac-(3R,4R)-4-(cyclopropoxy)-3-hydroxy-piperidine-1-carboxylate C1(CC1)O[C@H]1[C@@H](CN(CC1)C(=O)OCC1=CC=CC=C1)O |r|